6-(4-methoxyphenyl)-1-(2-morpholinylethyl)-2-oxo-N-(2-oxaspiro[3.3]hept-6-yl)-1,2-dihydro-1,8-naphthyridine-3-carboxamide COC1=CC=C(C=C1)C=1C=C2C=C(C(N(C2=NC1)CCN1CCOCC1)=O)C(=O)NC1CC2(COC2)C1